(6-Chloro-1-hydroxy-1,2-dihydro-2,3,1-benzodiazaborinin-2-yl)(3-methyl-1,2,4-oxadiazol-5-yl)methanone ClC=1C=CC2=C(C=NN(B2O)C(=O)C2=NC(=NO2)C)C1